FC1(CCC(CC1)C1=NC(=NC=C1)N)F 4-(4,4-Difluorocyclohexyl)pyrimidin-2-amine